4-((3-Bromo-5,6-dimethylpyridin-2-yl)amino)-1-(4-methoxybenzyl)-5-methyl-1,3-dihydrobenzo[c]isothiazole 2,2-dioxide BrC=1C(=NC(=C(C1)C)C)NC1=C(C=CC=2N(S(CC21)(=O)=O)CC2=CC=C(C=C2)OC)C